[([[4-cyano-2,6-bis(propan-2-yl)phenyl]carbamoyl]amino)sulfonyl]-5-(methylsulfamoyl)benzoate C(#N)C1=CC(=C(C(=C1)C(C)C)NC(=O)NS(=O)(=O)C1=C(C(=O)[O-])C=C(C=C1)S(NC)(=O)=O)C(C)C